2-amino-4-(5-chlorothiophen-2-yl)-6-cyclopropanecarbonyl-5,6,7,8-tetrahydro-1,6-naphthyridine-3-carbonitrile NC1=NC=2CCN(CC2C(=C1C#N)C=1SC(=CC1)Cl)C(=O)C1CC1